(R)-4-(7-chloro-3-cyclohexyl-2-methyl-1,1-dioxido-5-phenyl-2,3,4,5-tetrahydrobenzo[f][1,2,5]thiadiazepin-8-yl)phthalic acid ClC=1C(=CC2=C(N(C[C@H](N(S2(=O)=O)C)C2CCCCC2)C2=CC=CC=C2)C1)C=1C=C(C(C(=O)O)=CC1)C(=O)O